(S)-1,2,3,9-tetrahydropyrrolo[2,1-b]quinazoline-1-carboxylate [C@H]1(CCC2=NC=3C=CC=CC3CN21)C(=O)[O-]